N[C@H](C)C=1C=C(C=C2C(N(C(=NC12)N1CCC(CC1)(F)F)C)=O)C(F)(F)F (R)-8-(1-aminoethyl)-2-(4,4-difluoropiperidin-1-yl)-3-methyl-6-(trifluoromethyl)quinazolin-4(3H)-one